methyl 2-(((trifluoromethyl) sulfonyl)oxy)cyclopent-1-ene-1-carboxylate FC(S(=O)(=O)OC1=C(CCC1)C(=O)OC)(F)F